N=[SiH2] Iminosilane